(2-aminoethyl) disulfide NCCSSCCN